C(C)OC1=C(C(N(C=C1)C1=CC=C(C=C1)F)=O)C(=O)NC1=CC(=C(C=C1)C1=CC(=C(C=C1)OC)C1=C2C(=NC=C1)NC=C2)F 4-ethoxy-N-(2-fluoro-4'-methoxy-3'-(1H-pyrrolo[2,3-b]pyridin-4-yl)-[1,1'-biphenyl]-4-yl)-1-(4-fluorophenyl)-2-oxo-1,2-dihydropyridine-3-carboxamide